N1=CN=CC(=C1)NC(=O)[C@@H]1CC12CCN(CC2)C(=O)[O-] |r| (±)-1-(pyrimidin-5-ylcarbamoyl)-6-azaspiro[2.5]octane-6-carboxylate